1-((2-methoxy-3-nitrophenyl)imino)tetrahydro-1H-1λ6-Thiophene 1-oxide COC1=C(C=CC=C1[N+](=O)[O-])N=S1(CCCC1)=O